O1N(NC=C1)N Oxadiazole-2-amine